ClC=1C=C(C=C(C1OC1=NNC(C(=C1)C(C)C)=O)Cl)N1N=C(C(NC1=O)=O)C#N 2-(3,5-Dichloro-4-(5-isopropyl-6-oxo-1,6-dihydropyridazin-3-oxy)phenyl)-3,5-dioxo-2,3,4,5-Tetrahydro-1,2,4-triazine-6-carbonitrile